3-bromo-5-chloro-1,1':3',1''-terphenyl BrC=1C=C(C=C(C1)Cl)C1=CC(=CC=C1)C1=CC=CC=C1